C1(CC1)OC=1C(=NC=C(C1)C1CC1)N 3-cyclopropoxy-5-cyclopropylpyridin-2-amine